3-[(2S)-1,4-dioxan-2-ylmethoxy]-5-(5-methyl-1,3-thiazol-2-yl)-N-{(1R)-1-[2-(trifluoromethyl)pyrimidin-5-yl]ethyl}benzamide monomethyl-phthalate sodium salt [Na+].COC(C=1C(C(=O)[O-])=CC=CC1)=O.O1[C@@H](COCC1)COC=1C=C(C(=O)N[C@H](C)C=2C=NC(=NC2)C(F)(F)F)C=C(C1)C=1SC(=CN1)C